OC1=CC=C(C(C(=O)O)=C1)C(=O)O 5-Hydroxyphthalic acid